8-[(1R)-1-[(2-Chloro-3-pyridyl)amino]ethyl]-3,6-dimethyl-2-phenyl-chromen-4-one ClC1=NC=CC=C1N[C@H](C)C=1C=C(C=C2C(C(=C(OC12)C1=CC=CC=C1)C)=O)C